4-((2,6-difluoro-4-(3-isopropyl-1H-1,2,4-triazol-1-yl)benzyl)oxy)phenyl sulfurofluoridate S(OC1=CC=C(C=C1)OCC1=C(C=C(C=C1F)N1N=C(N=C1)C(C)C)F)(=O)(=O)F